C12OCC(C1)(C2)C=2N=C1N(C=C(C(=C1)OC(C)C)C(=O)O)C2 2-(2-oxabicyclo[2.1.1]hex-4-yl)-7-isopropoxyimidazo[1,2-a]pyridine-6-carboxylic acid